NC1=C(C=C(C=C1)N1CCC2(CCN(CC2)C(=O)OC(C)(C)C)CC1)OC(F)F tert-butyl 9-(4-amino-3-(difluoromethoxy)phenyl)-3,9-diazaspiro[5.5]undecane-3-carboxylate